O1CC(C(C1)O)O tetrahydrofuran-3,4-diol